NC(C)(C)C1=CC(=NC(=C1)N1CCC(CC1)(C)C)OC1[C@@H]2CN(C[C@H]12)C(=O)C=1C(=NN(C1)C1=NC=CC=N1)OC ((1R,5S,6s)-6-((4-(2-aminopropan-2-yl)-6-(4,4-dimethylpiperidin-1-yl)pyridin-2-yl)oxy)-3-azabicyclo[3.1.0]hexan-3-yl)(3-methoxy-1-(pyrimidin-2-yl)-1H-pyrazol-4-yl)methanone